CC1=NC(=CC(=N1)\C=C(\C(=O)OC1=CC=CC=C1)/F)C phenyl (Z)-3-(2,6-dimethylpyrimidin-4-yl)-2-fluoroacrylate